tert-butyl (7-chloro-1,6-dihydroxy-1,3-dihydrobenzo[c][1,2]oxaborol-4-yl)methylcarbamate ClC1=C(C=C(C2=C1B(OC2)O)CNC(OC(C)(C)C)=O)O